1-(4-(3-amino-6-methylisoxazolo[5,4-b]pyridin-4-yl)phenyl)-3-(2-fluoro-4-nitrophenyl)urea NC1=NOC2=NC(=CC(=C21)C2=CC=C(C=C2)NC(=O)NC2=C(C=C(C=C2)[N+](=O)[O-])F)C